FC1=C(C#N)C=CC(=C1)C1=NC(=NC2=CC=C(C=C12)C=1C(=NN(C1C)C)C)NC[C@@H]1CNCC1 (S)-2-fluoro-4-(2-((pyrrolidin-3-ylmethyl)amino)-6-(1,3,5-trimethyl-1H-pyrazol-4-yl)quinazolin-4-yl)benzonitrile